FC(N1N=CC2=CC=C(C=C12)CO)F (1-(difluoromethyl)-1H-indazole-6-yl)methanol